2-[3-(Difluoromethoxy)-5-methoxyphenyl]propanoic Acid FC(OC=1C=C(C=C(C1)OC)C(C(=O)O)C)F